C[C@H]1[C@@H]2CC=C3[C@@H]4CC[C@@H]([C@]4(CC[C@@H]3[C@]2(CCC1=O)C)C)[C@H](C)CCCC(C)C The molecule is a cholestanoid that is lathosterone bearing an alpha-methyl substituent at position 4. It derives from a hydride of a 5alpha-cholestane.